C(C)C1=C(NC(=C1C(=O)N)C1=CC=C(C=C1)OC)C1=CC=C(C=C1)C(F)(F)F Ethyl-5-(4-methoxyphenyl)-2-(4-(trifluoromethyl)phenyl)Azole-4-carboxamide